4-(3,5-di-tert-butyl-4-hydroxyphenyl)-3,3-difluoro-2-phenylchroman-2-ol C(C)(C)(C)C=1C=C(C=C(C1O)C(C)(C)C)C1C(C(OC2=CC=CC=C12)(O)C1=CC=CC=C1)(F)F